[Al].[Li].[Co].[Ni] nickel cobalt lithium aluminum